2-(tetrahydro-2H-pyran-4-yl)ethylamine O1CCC(CC1)CCN